N[C@@H]1CN(CC1)CC1=CC(=C(CC2=NNC3=C2N=C(N=C3N)OCCCC)C=C1)OC (S)-3-(4-((3-aminopyrrolidin-1-yl)methyl)-2-methoxybenzyl)-5-butoxy-1H-pyrazolo[4,3-d]pyrimidin-7-amine